BrC1=C(C(=CC=C1)N)N 3-Bromobenzene-1,2-diamine